Methyl (2S,4R)-4-(trifluoromethyl)pyrrolidine-2-carboxylate FC([C@@H]1C[C@H](NC1)C(=O)OC)(F)F